(2R)-2-Amino-3-carboxymethyl-sulfanyl-propanoic acid N[C@](C(=O)O)(CCC(=O)O)S